2-amino-3,5-dibromo-4-methylpyridine NC1=NC=C(C(=C1Br)C)Br